CC(C)=CCC\C(\C)=C\CC\C(\C)=C\CC\C=C(/C)\CC\C=C(/C)\CCC=C(C)C squalene